tris(trifluorophenyl)borane FC1=C(C(=C(C=C1)B(C1=C(C(=C(C=C1)F)F)F)C1=C(C(=C(C=C1)F)F)F)F)F